NC1=NC(=C(C2=C1CN(C2)C(=O)OC(C)(C)C)C)C tert-butyl 4-amino-6,7-dimethyl-1,3-dihydro-2H-pyrrolo[3,4-C]pyridine-2-carboxylate